BrC=1C=C2C=NN(C2=CC1OC)S(=O)(=O)CC 5-bromo-1-(ethylsulfonyl)-6-methoxy-1H-indazole